Cl.N[C@H](C)C1=NC(=NC(=C1)C(F)(F)F)N (R)-4-(1-aminoethyl)-6-(trifluoromethyl)pyrimidin-2-amine hydrochloride